FC(CO)(CN1[C@@H](C=2NC3=CC=CC=C3C2C[C@H]1C)C1=C(C=CC(=C1)OC[C@H](C)NCCCF)OC)F 2,2-difluoro-3-((1R,3R)-1-(5-((S)-2-((3-fluoropropyl)amino)propoxy)-2-methoxyphenyl)-3-methyl-1,3,4,9-tetrahydro-2H-pyrido[3,4-b]indol-2-yl)propan-1-ol